7-(4-aminopiperidin-1-yl)-N-(8-fluoro-2-methylimidazo[1,2-a]pyridin-6-yl)-2-methoxybenzo[d]thiazole-4-carboxamide NC1CCN(CC1)C=1C=CC(=C2N=C(SC21)OC)C(=O)NC=2C=C(C=1N(C2)C=C(N1)C)F